(6-(4-isopropyl-4H-1,2,4-triazol-3-yl)pyridin-2-yl)-4-(4-(methylsulfonyl)-1H-imidazol-1-yl)benzofuran-2-carboxamide C(C)(C)N1C(=NN=C1)C1=CC=CC(=N1)C1=C(OC2=C1C(=CC=C2)N2C=NC(=C2)S(=O)(=O)C)C(=O)N